ethyl 5-chloro-1-(2,4-difluorobenzyl)-4-(2-methoxyvinyl)-1H-pyrazole-3-carboxylate ClC1=C(C(=NN1CC1=C(C=C(C=C1)F)F)C(=O)OCC)C=COC